ClC1=NC(=NC=C1[N+](=O)[O-])C1=C(C(=CC=C1)F)C(C)C 4-chloro-2-(3-fluoro-2-isopropylphenyl)-5-nitropyrimidine